C1(=CC=C(C=C1)N(C1=CC=C(C=C1)C=1C2=CC=CC=C2C=2C=CC=CC2C1)C1=CC=C(C=C1)C1=CC(=C(C=C1)C1=CC=CC2=CC=CC=C12)C1=CC=CC=C1)C1=CC=CC=C1 biphenyl-4-yl-{1'-(naphthalene-1-yl)-[1,2':4',1'']terphenyl-4''-yl}-{4-(phenanthrene-9-yl)-phenyl}-amine